3-[(2-ethyl-3-fluorophenyl)amino]-2-{3-[(2-methylazetidin-2-yl)methoxy]pyridin-4-yl}-1H,5H,6H,7H-pyrrolo[3,2-c]pyridin-4-one C(C)C1=C(C=CC=C1F)NC1=C(NC2=C1C(NCC2)=O)C2=C(C=NC=C2)OCC2(NCC2)C